ClC1=NC=C2NC(N(C2=N1)CC1=CC=C(C=C1)C=1N(C=C(N1)C(F)(F)F)C)=O chloro-9-(4-(1-methyl-4-(trifluoromethyl)-1H-imidazol-2-yl)benzyl)-7,9-dihydro-8H-purin-8-one